BrC=1C(=C(C#N)C=C(C1)C(=O)C1=C(N=C2N1C=C(C=N2)C(F)(F)F)CC)O 3-bromo-5-(2-ethyl-6-(trifluoromethyl)imidazo[1,2-a]pyrimidine-3-carbonyl)-2-hydroxybenzonitrile